[(3aR,6aS)-5-(4,6-dimethylpyrimidin-2-yl)hexahydropyrrolo[3,4-c]pyrrol-2(1H)-yl][2-(pyridin-3-yl)pyrazolo[1,5-a]pyridin-3-yl]methanone CC1=NC(=NC(=C1)C)N1C[C@@H]2[C@H](C1)CN(C2)C(=O)C=2C(=NN1C2C=CC=C1)C=1C=NC=CC1